N=1N=CN2C=NC(=CC21)S(=O)(=O)Cl [1,2,4]triazolo[4,3-c]pyrimidine-7-sulfonyl chloride